C(C)(C)(C)C=1C=C(C=C(C1O)C(C)(C)C)CCC(=O)OC1CC(NC(C1)(C)C)(C)C 4-{3-(3,5-di-tert-butyl-4-hydroxyphenyl)propionyloxy}-2,2,6,6-tetramethylpiperidine